7-(5-fluoro-2-(((3S,4R)-3-hydroxytetrahydro-2H-pyran-4-yl)amino)pyrimidin-4-yl)-1-isopropyl-4-oxo-1,4-dihydroquinoline-2-carbaldehyde FC=1C(=NC(=NC1)N[C@H]1[C@@H](COCC1)O)C1=CC=C2C(C=C(N(C2=C1)C(C)C)C=O)=O